FC=1C=C(C=C(C1)N1C(=NC=C1)C)C[C@@H]1CC[C@H](CC1)C(=O)N1OCC[C@H]1C1=CC=C(C=C1)F trans-[4-[[3-fluoro-5-(2-methylimidazol-1-yl)phenyl]methyl]cyclohexyl]-[(3S)-3-(4-fluorophenyl)isoxazolidin-2-yl]methanone